OC(=O)C(F)(F)F.ClC1=CC(=C(CC2=C(OC3CCNCC3)C=CC=C2)C=C1)F 4-(2-(4-chloro-2-fluorobenzyl)phenoxy)piperidine TFA salt